4-[5-(3,5-dichlorophenyl)-4,5-dihydro-5-(trifluoromethyl)-3-isoxazolyl]-2-methyl-N-(cis-1-oxo-3-thienyl)-benzamide ClC=1C=C(C=C(C1)Cl)C1(CC(=NO1)C1=CC(=C(C(=O)NC2=CS(C=C2)=O)C=C1)C)C(F)(F)F